NC1=C(C=CC(=C1)F)NC(CCCCNC=1C2=C(N=CN1)NC=C2C(=O)C2=C(C=C(C=C2)OC2=CC=CC=C2)Cl)=O N-(2-amino-4-fluorophenyl)-5-[(5-{[2-chloro-4-(phenyloxy)phenyl]carbonyl}-7H-pyrrolo[2,3-d]pyrimidin-4-yl)amino]pentanamide